[Si].[Al].[Zn] zinc-aluminum silicon